di(1-ethylhexyl)amine C(C)C(CCCCC)NC(CCCCC)CC